COC(C(C)OC(C(C)Cl)=O)=O.ClCC=1N(C2=NC(=NC(=C2N1)N1CCOCC1)N1C(=NC2=C1C=CC=C2)CC)C 4-(8-(chloromethyl)-2-(2-ethyl-1H-benzimidazol-1-yl)-9-methyl-9H-purin-6-yl)morpholine 1-methoxy-1-oxopropan-2-yl-2-chloropropionate